1-(3-(difluoro(pyridin-4-yl)methyl)-2-fluorophenyl)ethan-1-one FC(C=1C(=C(C=CC1)C(C)=O)F)(C1=CC=NC=C1)F